COC1=CC=C(C=C1)CN(C1=NC(=NC=2N1N=CC2C=C)N2CCN(CC2)C(=O)OCC2=CC=CC=C2)CC2=CC=C(C=C2)OC benzyl 4-(4-{bis[(4-methoxyphenyl)methyl]amino}-8-ethenylpyrazolo[1,5-a][1,3,5]triazin-2-yl)piperazine-1-carboxylate